3-(5-((7-(4'-chloro-5,5-dimethyl-3,4,5,6-tetrahydro-[1,1'-biphenyl]-2-Carbonyl)-2,7-diazaspiro[3.5]nonan-2-yl)methyl)-1-oxoisoindolin-2-yl)piperidine-2,6-dione ClC1=CC=C(C=C1)C1=C(CCC(C1)(C)C)C(=O)N1CCC2(CN(C2)CC=2C=C3CN(C(C3=CC2)=O)C2C(NC(CC2)=O)=O)CC1